CC(C)C1=CC=C(C=C1)NC(=O)N1[C@H](CCC1)C(=O)NC1=CC=C(C=C1)C1=C(C=C(C=C1)C(=O)O)C(F)(F)F 4'-[(1-{[4-(propan-2-yl)phenyl]carbamoyl}-D-prolyl)amino]-2-(trifluoromethyl)[1,1'-biphenyl]-4-carboxylic acid